The molecule is a linear amino pentasaccharide comprising D-glucose at the reducing end with a beta-D-galactosyl-(1->3)-N-acetyl-beta-D-glucosaminyl-(1->3)-alpha-D-galactosyl-(1->4)-beta-D-galactosyl moiety at the 4-position. It has a role as an epitope. It is an amino pentasaccharide and a galactosamine oligosaccharide. CC(=O)N[C@@H]1[C@H]([C@H]([C@H](O[C@H]1O[C@H]2[C@H]([C@H](O[C@@H]([C@@H]2O)O[C@H]3[C@H](O[C@H]([C@@H]([C@H]3O)O)O[C@@H]4[C@H](OC([C@@H]([C@H]4O)O)O)CO)CO)CO)O)CO)O)O[C@H]5[C@@H]([C@H]([C@H]([C@H](O5)CO)O)O)O